2-(2-(5-Methyl-2-((1-methyl-1H-pyrazol-5-yl)amino)pyrimidin-4-yl)-4-oxo-6,7-dihydrothieno[3,2-c]pyridin-5(4H)-yl)propanoic acid CC=1C(=NC(=NC1)NC1=CC=NN1C)C1=CC=2C(N(CCC2S1)C(C(=O)O)C)=O